CC=1N=CC(=NC1)N[C@@H]1C[C@H](CC1)NC1=CC=C(C=N1)N1C(NC2=C1C=CC=C2)=O 1-(6-(((1S,3S)-3-((5-Methylpyrazin-2-yl)amino)cyclopentyl)amino)pyridin-3-yl)-1,3-dihydro-2H-benzo[d]imidazol-2-one